C(C)(=O)NCCCNC(=O)C1=CN=C2N1C=C(C=C2)C=2C(=NC=CC2)C2=CC(=C(C=C2)F)C N-(3-Acetamidopropyl)-6-(2-(4-fluoro-3-methylphenyl)pyridin-3-yl)imidazo[1,2-a]pyridine-3-carboxamide